N-Vinylformamide C=CNC=O